4-Bromo-6-methyl-5-(trifluoromethyl)-1H-indazole BrC1=C2C=NNC2=CC(=C1C(F)(F)F)C